OC(C)C1=C(C=C(C(=O)N(C)C)C=C1)C1=CC2=C(NC(=N2)C)C=C1 4-(1-hydroxyethyl)-N,N-dimethyl-3-(2-methyl-1H-benzoimidazol-5-yl)benzamide